3-[4-fluoro-5-methyl-1-[4-(trifluoromethoxy)phenyl]pyrazol-3-yl]-3,8-diazabicyclo[3.2.1]octane FC=1C(=NN(C1C)C1=CC=C(C=C1)OC(F)(F)F)N1CC2CCC(C1)N2